(1S,2R,4S,5R)-9-(benzyloxy)-N-(2,4-difluorobenzyl)-4,5-dimethoxy-2-methyl-8,10-dioxo-3,4,5,6,8,10-hexahydro-2H-1,7-methanopyrido[1,2-b][1,2,5]triazecine-11-carboxamide C(C1=CC=CC=C1)OC=1C(C(=CN2N3[C@@H](C[C@@H]([C@@H](CN(C(C21)=O)C3)OC)OC)C)C(=O)NCC3=C(C=C(C=C3)F)F)=O